4-methyl-2-(3-cyanophenyl)-1-(4-methylbenzyl)oxy-1H-imidazole-5-carboxylic acid CC=1N=C(N(C1C(=O)O)OCC1=CC=C(C=C1)C)C1=CC(=CC=C1)C#N